ClC=1C(=NC(=NC1)NC1CCOCC1)C1=CC=C2CN(C(C2=C1)=O)[C@@H](C(=O)N[C@H](C(C)(C)O)C1=CC(=CC=C1)OC)C (2R)-2-(6-{5-chloro-2-[(oxan-4-yl)amino]pyrimidin-4-yl}-1-oxo-2,3-dihydro-1H-isoindol-2-yl)-N-[(1S)-2-hydroxy-1-(3-methoxyphenyl)-2-methylpropyl]propanamide